CC(COC1=NN(C=C1)C1=CC=C(C(=N1)N1C(C[C@@H](C1)C)(C)C)C(=O)NS(=O)(=O)C=1C(NC=CC1)=O)(C)C 6-[3-(2,2-Dimethylpropoxy)pyrazol-1-yl]-N-[(2-oxo-1H-pyridin-3-yl)sulfonyl]-2-[(4S)-2,2,4-trimethylpyrrolidin-1-yl]pyridin-3-carboxamid